(2-(1-(tert-butyl)-1H-pyrazol-4-yl)phenyl)methanamine C(C)(C)(C)N1N=CC(=C1)C1=C(C=CC=C1)CN